(1-(3-cyano-6-(2-hydroxy-2-methylpropoxy)pyrazolo[1,5-a]pyridin-4-yl)piperidin-4-yl)carbamic acid tert-Butyl ester C(C)(C)(C)OC(NC1CCN(CC1)C=1C=2N(C=C(C1)OCC(C)(C)O)N=CC2C#N)=O